2,4-dibromo-5-({[tert-butyl(dimethyl)silyl]oxy}methyl)-1,3-thiazole BrC=1SC(=C(N1)Br)CO[Si](C)(C)C(C)(C)C